ClC1=C(N=C(NC1=O)C1=CC(=NC=C1)F)N1C(CNCC1)C(F)F 5-chloro-4-[2-(difluoromethyl)piperazin-1-yl]-2-(2-fluoro-4-pyridinyl)-1H-pyrimidin-6-one